C1NCC2C1CN(C2)C(=O)C2=CC(=C(NC1=NC=3N([C@@H](C(N(C3C=N1)C)=O)CC)C1CCCC1)C=C2)OC (7R)-2-[4-(2,3,3a,4,6,6a-hexahydro-1H-pyrrolo[3,4-c]pyrrole-5-carbonyl)-2-methoxy-anilino]-8-cyclopentyl-7-ethyl-5-methyl-7H-pteridin-6-one